O=C(CC1=C(C(=O)N)C=CC(=C1)Cl)C 2-oxopropyl-4-chlorobenzamide